C1(CC1)N(C1=CC(=C(C(=O)OCC2=CC=CC=C2)C=C1)[N+](=O)[O-])CCN1CCCC1 benzyl 4-(cyclopropyl (2-(pyrrolidin-1-yl) ethyl) amino)-2-nitrobenzoate